1-ethyl-4-methylbenzene C(C)C1=CC=C(C=C1)C